C(C)OC(C(CCC(=O)NCC=1C=C2CN(C(C2=CC1)=O)C1C(NC(CC1)=O)=O)(F)F)=O 5-(((2-(2,6-dioxopiperidin-3-yl)-1-oxoisoindolin-5-yl)methyl)amino)-2,2-difluoro-5-oxopentanoic acid ethyl ester